5-cyclopropyl-1-(methyl-d3)-1H-pyrazole-4-sulfonyl chloride C1(CC1)C1=C(C=NN1C([2H])([2H])[2H])S(=O)(=O)Cl